5'-((4-cyanopyridin-2,6-diyl)bis(1H-1,2,3-triazol-4,1-diyl))bis(2-hydroxybenzoic acid) C(#N)C1=CC(=NC(=C1)C=1N=NN(C1)C=1C(=C(C(=O)O)C=CC1)O)C=1N=NN(C1)C=1C(=C(C(=O)O)C=CC1)O